N(N)C1=CC(N(C(N1)=O)C)=O 6-hydrazino-3-methylpyrimidine-2,4(1H,3H)-dione